(1S,2S)-N-(6-(5-chloro-6-fluoro-7-(1-hydroxy-3-(trimethylsilyl)prop-2-yn-1-yl)-1H-indazol-4-yl)imidazo[1,2-a]pyrazin-2-yl)-2-fluorocyclopropane-1-carboxamide ClC=1C(=C2C=NNC2=C(C1F)C(C#C[Si](C)(C)C)O)C=1N=CC=2N(C1)C=C(N2)NC(=O)[C@H]2[C@H](C2)F